ClC=1C=C(C=CC1)C1=CC(=CC=C1)C=1N=C(SC1)NC(CNC(=O)C=1C=C(C=CC1)C(CNC(OC(C)(C)C)=O)(C)C)=O tert-butyl (2-(3-((2-((4-(3'-chloro-[1,1'-biphenyl]-3-yl)thiazol-2-yl)amino)-2-oxoethyl)carbamoyl)phenyl)-2-methylpropyl)carbamate